C(C)(C)(C)OC(=O)N([C@@H](COCC1=C(N(C(=N1)C)COCC[Si](C)(C)C)C=1C=C(C(=C(C1)C(C(=O)OC)C(=O)OC)[N+](=O)[O-])Cl)C)C dimethyl 2-[5-[5-[[(2R)-2-[tert-butoxycarbonyl(methyl)amino]propoxy]methyl]-2-methyl-3-(2-trimethylsilylethoxymethyl)imidazol-4-yl]-3-chloro-2-nitro-phenyl]propanedioate